C(#N)C=1N=CC(=NC1)NC1=NNC(=C1)C1=C(O[C@H]2C[C@@H](CC2)NC(OC(C)(C)C)=O)C=C(C=C1F)C tert-butyl ((1R,3R)-3-(2-(3-((5-cyanopyrazin-2-yl)amino)-1H-pyrazol-5-yl)-3-fluoro-5-methylphenoxy)cyclopentyl)carbamate